BrC=1C2=C(C(=NC1)N)C(=NN2C(C)C)C2=CC(=NN2C2OCCCC2)C2CC2 7-bromo-3-(3-cyclopropyl-1-(tetrahydro-2H-pyran-2-yl)-1H-pyrazol-5-yl)-1-isopropyl-1H-pyrazolo[4,3-c]Pyridin-4-amine